3-silacyclopentene oxide C1=C[SiH2](CC1)=O